(5-((1-ethyl-1H-benzo[d][1,2,3]triazol-6-yl)ethynyl)-8-(methylamino)-2,7-naphthyridin-3-yl)cyclopropanecarboxamide C(C)N1N=NC2=C1C=C(C=C2)C#CC2=C1C=C(N=CC1=C(N=C2)NC)C2(CC2)C(=O)N